CN1N=C(C2=C1CNC2)C(=O)O 1-methyl-1,4,5,6-tetrahydropyrrolo[3,4-c]pyrazole-3-carboxylic acid